N=1C=CN2COC3=C(C21)C=NC=C3 5H-imidazo[1,2-c]pyrido[3,4-e][1,3]oxazine